NC1=C(C=C(C#N)C=C1)OCCCC 4-amino-3-butoxybenzonitrile